2,6-dimethyl-phenylacetic acid ethyl ester C(C)OC(CC1=C(C=CC=C1C)C)=O